OC1C(C=2C(=NC(=CC2)C(F)(F)F)C1)=NO 6-hydroxy-2-(trifluoromethyl)-6,7-dihydro-5H-cyclopenta[b]pyridin-5-one oxime